C(C)(C)(C)OC(C(CC1=CC=C(C=C1)N1C(CN(CC1)C1CCC(CC1)OC)=O)NC(=O)OC(C)(C)C)=O 2-((tert-butoxycarbonyl)amino)-3-(4-(4-(4-methoxycyclohexyl)-2-oxopiperazin-1-yl)phenyl)propionic acid tert-butyl ester